7-(cyclopentylmethoxy)-2-(methylsulfanyl)-5-[2-(triisopropylsilyl)ethynyl]pyrido[2,3-d]pyrimidine C1(CCCC1)COC=1C=C(C2=C(N=C(N=C2)SC)N1)C#C[Si](C(C)C)(C(C)C)C(C)C